BrC1=CC=C(C=C1)C1OCC(CC1)CC 2-(4-bromophenyl)-5-ethyltetrahydro-2H-pyran